COC=1C=C2C(=CC=NC2=CC1)N1CCC2(OCCO2)CC1 6-METHOXY-4-(1,4-DIOXA-8-AZASPIRO[4.5]DECAN-8-YL)QUINOLIN